1,3,3,4,4-pentafluoro-2-(trifluoromethyl)cyclobut-1-ene FC1=C(C(C1(F)F)(F)F)C(F)(F)F